(1R,2S,5S)-3-((2S,3R)-3-(tert-butoxy)-2-((tert-butoxycarbonyl)amino)butanoyl)-6,6-dimethyl-3-azabicyclo[3.1.0]hexane-2-carboxylic acid C(C)(C)(C)O[C@@H]([C@@H](C(=O)N1[C@@H]([C@H]2C([C@H]2C1)(C)C)C(=O)O)NC(=O)OC(C)(C)C)C